ClCCC[Si](OCC)(OCC)OCC chloropropyl-triethoxysilane